C(C)OC(=O)C1=CN=C(N1)CC1=CC(=C(C(=C1)F)N1CC2CC2C1)F 2-[(4-{3-azabicyclo[3.1.0]hex-3-yl}-3,5-difluorophenyl)methyl]-1H-imidazole-5-carboxylic acid ethyl ester